C(C)(=O)N1\C(\C(C2=CC=CC=C12)=O)=C/C1=NC2=CC=C(C=C2C(=C1)C#N)C(=O)N1CCOCC1 (Z)-2-((1-acetyl-3-oxoindolin-2-ylidene)methyl)-6-(morpholine-4-carbonyl)quinoline-4-carbonitrile